Cl.C[C@]1(CNCCOC1)O |r| rac-6-methyl-1,4-oxazepan-6-ol hydrochloride